[Br-].C(C)C=C[N+]1=CC=CC=C1 N-ethylvinylpyridinium bromid